N[C@@H](C(=O)NC=1N=NC(=C(C1)C1CC1)C1=C(C=C(C=C1)C#C)O)C(C)C (R)-2-amino-N-(5-cyclopropyl-6-(4-ethynyl-2-hydroxyphenyl)pyridazin-3-yl)-3-methylbutanamide